CN1N=C(C=C1NC1=CC(=CC=C1)OC(F)(F)F)C1=CC=C(C(=O)OC)C=C1 Methyl 4-(1-methyl-5-[[3-(trifluoromethoxy)phenyl]amino]pyrazol-3-yl)benzoat